6-Methylpyridin-4-ol CC1=CC(=CC=N1)O